Ethyl 3-(4-fluoro-3-methoxyphenyl)isoxazole-5-carboxylate FC1=C(C=C(C=C1)C1=NOC(=C1)C(=O)OCC)OC